OC(C)(C)C=1SC(=CN1)[S@](=O)(N)=NC(NC1=C2C(CCC2=CC=2CCCC12)C)=O (S)-2-(2-hydroxypropan-2-yl)-N'-((3-methyl-1,2,3,5,6,7-hexahydro-s-indacen-4-yl)carbamoyl)thiazole-5-sulfonimidamide